C1(=CC=CC=C1)N(C1=C(C#N)C(=C(C(=C1F)N(C1=CC=CC=C1)C1=CC=CC=C1)F)N(C1=CC=CC=C1)C1=CC=CC=C1)C1=CC=CC=C1 2,4,6-tri(diphenyl-amino)-3,5-difluorobenzonitrile